COC1=C(C=CC(=C1)OC)S(=O)(=O)Cl 2,4-dimethoxybenzene-1-sulfonyl chloride